Cl.C1NCC2=CC(=CC=C12)C(=O)N isoindoline-5-carboxamide hydrochloride